ClC=1C=C(C(=C2C(=NN(C12)CCC#N)N1C(C2=CC=CC=C2C1=O)=O)OC1=C(C=CC(=C1)F)Cl)NC(C1=CC(=CC(=C1)C(F)(F)F)F)=O N-[7-chloro-4-(2-chloro-5-fluorophenoxy)-1-(2-cyanoethyl)-3-(1,3-dioxoisoindol-2-yl)indazol-5-yl]-3-fluoro-5-(trifluoromethyl)benzamide